3-(5-(4-((5-cyclopropyl-3-(2,6-dichlorophenyl)isoxazol-4-yl)methoxy)piperidin-1-yl)pyrimidin-2-yl)-1,2,4-oxadiazol-5(4H)-one C1(CC1)C1=C(C(=NO1)C1=C(C=CC=C1Cl)Cl)COC1CCN(CC1)C=1C=NC(=NC1)C1=NOC(N1)=O